methyl 2-(bromomethyl)-6-fluoro-3-iodobenzoate BrCC1=C(C(=O)OC)C(=CC=C1I)F